1-((6-chloronaphthalen-2-yl)oxy)-3-(4-(2,5-dichlorophenyl)piperazin-1-yl)propan-2-ol ClC=1C=C2C=CC(=CC2=CC1)OCC(CN1CCN(CC1)C1=C(C=CC(=C1)Cl)Cl)O